trans-4-((4-([1,1'-biphenyl]-3-yl)-5-chloropyrimidin-2-yl)amino)cyclohexane-1-carboxylic acid C1(=CC(=CC=C1)C1=NC(=NC=C1Cl)N[C@@H]1CC[C@H](CC1)C(=O)O)C1=CC=CC=C1